F[C@@H]1CN(CC[C@H]1NC1=NC=C(C(=N1)C1=CC(=C(S1)C(C)O)C#N)C(F)(F)F)S(=O)(=O)C=1N=CN(C1)C 5-(2-(((3R,4R)-3-fluoro-1-((1-methyl-1H-imidazol-4-yl)sulfonyl)piperidin-4-yl)amino)-5-(trifluoromethyl)pyrimidin-4-yl)-2-(1-hydroxyethyl)thiophene-3-carbonitrile